FC(OC1=CC2=C(N=C(O2)C=2C(=C(C=CC2)C2=C(C(=CC=C2)N2CCC(CC2)CN2CCCC2)C)C)C=C1CN1[C@@H](CCC1)C(=O)O)F ((6-(difluoromethoxy)-2-(2,2'-dimethyl-3'-(4-(pyrrolidin-1-ylmethyl)piperidin-1-yl)-[1,1'-biphenyl]-3-yl)benzo[d]oxazol-5-yl)methyl)-L-proline